2-amino-3-bromo-4,6-difluorophenol NC1=C(C(=CC(=C1Br)F)F)O